cis-8-dimethylamino-1-(2-methoxy-ethyl)-3,8-diphenyl-1,3-diazaspiro[4.5]decan-2-one CN(C1(CCC2(CN(C(N2CCOC)=O)C2=CC=CC=C2)CC1)C1=CC=CC=C1)C